FC=1C2=C(C3=C(N(N=N3)CCNC(OC(C)(C)C)=O)C1)CC(C2)C=O tert-Butyl N-[2-(5-fluoro-7-formyl-7,8-dihydro-6H-cyclopenta[e]benzotriazol-3-yl)ethyl]carbamate